BrC1=C(NC=2C1=NC=CC2)C2=C(C=NC=C2)OCCN(C(C=C)=O)C N-(2-{[4-(3-bromo-1H-pyrrolo[3,2-b]pyridin-2-yl)pyridin-3-yl]oxy}ethyl)-N-methylprop-2-enamide